O.[Fe].[Cu] copper-iron water